C(C)(C)(C)OC(=O)N1CCN(CC1)C1=NC2=C(C=C(C=C2C(N1C)=O)C)C(C)NC1=C(C=CC=C1)C(=O)OC tert-butyl-4-[8-[1-(2-methoxycarbonylanilino)ethyl]-3,6-dimethyl-4-oxoquinazolin-2-yl]piperazine-1-carboxylate